(2S,4R)-4-hydroxy-1-[2-(3-hydroxy-1,2-oxazol-5-yl)-3-methylbutanoyl]-N-[(1S)-1-[4-(4-methyl-1,3-thiazol-5-yl)phenyl]ethyl]pyrrolidine-2-carboxamide O[C@@H]1C[C@H](N(C1)C(C(C(C)C)C1=CC(=NO1)O)=O)C(=O)N[C@@H](C)C1=CC=C(C=C1)C1=C(N=CS1)C